METHOXYDIBENZO[B,F]OXEPIN COC1=CC=CC=2OC3=C(C=CC21)C=CC=C3